2-(6-fluoro-3-(pyridin-2-ylmethyl)-1H-indol-1-yl)-N,N-dimethylethan-1-amine FC1=CC=C2C(=CN(C2=C1)CCN(C)C)CC1=NC=CC=C1